[1-14C]-glycolate [14C](CO)(=O)[O-]